N=1C=NN2C1C=C(C=C2)OC2=CC(=C(C=C2C)NC2=NC=NC1=CC(=C(C=C21)NC2CCN(CC2)C(C=C)=O)OC)OC2CN(C2)C 1-(4-((4-((4-([1,2,4]triazolo[1,5-a]pyridin-7-yloxy)-5-methyl-2-((1-methyl-azetidin-3-yl)oxy)phenyl)amino)-7-methoxy-quinazolin-6-yl)amino)piperidin-1-yl)prop-2-en-1-one